(3R)-1-[7-[8-chloro-7-fluoro-3-(methoxymethoxy)-1-naphthyl]-8-fluoro-2-[[1-(hydroxymethyl)cyclopropyl]methoxy]pyrido[4,3-d]pyrimidin-4-yl]-3-methyl-piperidin-3-ol ClC=1C(=CC=C2C=C(C=C(C12)C1=C(C=2N=C(N=C(C2C=N1)N1C[C@@](CCC1)(O)C)OCC1(CC1)CO)F)OCOC)F